C1=CC=CC2=CC=C3C(=C12)C=CC=C3 benzonaphthalene